FC1=CC=C(CNC(C2=CC(=C(C=C2)N2CCN(CC2)C)NS(=O)(=O)C2=CC=C(C=C2)C)=O)C=C1 N-(4-fluorobenzyl)-3-((4-methylphenyl)sulfonylamino)-4-(4-methylpiperazin-1-yl)benzamide